2-[4-(3-fluorophenyl)piperazin-1-yl]-5,6,7,8-tetrahydro-3H-quinazolin-4-one FC=1C=C(C=CC1)N1CCN(CC1)C1=NC=2CCCCC2C(N1)=O